6-((4-((S)-3-aminopiperidin-1-yl)-5-(1-(2-hydroxy-2-methylpropyl)-1H-pyrazol-4-yl)pyridin-2-yl)amino)-2-(2-fluoro-6-methoxyphenyl)nicotinonitrile N[C@@H]1CN(CCC1)C1=CC(=NC=C1C=1C=NN(C1)CC(C)(C)O)NC1=NC(=C(C#N)C=C1)C1=C(C=CC=C1OC)F